C(CCCCCCC\C=C/CCCCCC)(=O)OCCCCCCCCCCCCCCC(CC)C 15-methylheptadecyl palmitoleate